NC=1C2=C(N=CN1)N(C=C2Br)[C@@H]2O[C@H](CC2)\C=C\CCCN (2R,3R,4S,5R)-2-{4-amino-5-bromo-7H-pyrrolo[2,3-d]pyrimidin-7-yl}-5-[(1E)-5-aminopent-1-en-1-yl]oxolane